C(CCCCC)(=O)N[C@@H](CO)C(=O)O N-caproyl-serine